5,7-difluoroquinoline-3-carboxylic acid lithium [Li].FC1=C2C=C(C=NC2=CC(=C1)F)C(=O)O